5-methyl-2-mercaptobenzoimidazole CC1=CC2=C(N=C(N2)S)C=C1